calcium hafnium [Hf].[Ca]